3-chloro-1-[(cyanomethyl)amino]-6-{1-[6-(difluoromethoxy)-2-methylpyridin-3-yl]ethyl}-7,8-dihydro-5H-2,6-naphthyridine-4-carbonitrile ClC=1N=C(C=2CCN(CC2C1C#N)C(C)C=1C(=NC(=CC1)OC(F)F)C)NCC#N